C(CCCC)N n-amylamine